N-(2-((3-pyridinyl)Methyl)-1-azabicyclo[2.2.2]oct-3-yl)benzofuran-2-carboxamide N1=CC(=CC=C1)CC1N2CCC(C1NC(=O)C=1OC3=C(C1)C=CC=C3)CC2